N[C@@H]1C2=CC=CC=C2CC12CCN(CC2)C=2N(C(C(=CN2)C#CC2C(C2)S(=O)(=O)N)=O)C 2-((2-((S)-1-amino-1,3-dihydrospiro[indene-2,4'-piperidine]-1'-yl)-1-methyl-6-oxo-1,6-dihydropyrimidin-5-yl)ethynyl)cyclopropane-1-sulfonamide